BrC1=C(C=C2C(=N1)SC(=N2)NC(=O)C=2C=NC(=CC2C2=CC(=NC=C2OC)Cl)C)F N-(5-bromo-6-fluorothiazolo[5,4-b]pyridin-2-yl)-2'-chloro-5'-methoxy-6-methyl-[4,4'-bipyridine]-3-carboxamide